C1(CCCCC1)[C@@H](C(=O)O)N1N=NC(=C1)C=1SC=CC1 (S)-2-cyclohexyl-2-(4-(thiophen-2-yl)-1H-1,2,3-triazol-1-yl)acetic acid